CC1(C2(N(C3=CC=CC=C13)CCO)OC1=CC=C(C=C1C=C2)[N+](=O)[O-])C 2-(3',3'-dimethyl-6-nitrospiro[chromen-2,2'-indoline]-1'-yl)ethanol